5-(azetidin-3-yl)-N-(4-(imidazo[1,2-a]pyridin-7-yloxy)-3-methylphenyl)pyrrolo[2,1-f][1,2,4]triazin-4-amine N1CC(C1)C=1C=CN2N=CN=C(C21)NC2=CC(=C(C=C2)OC2=CC=1N(C=C2)C=CN1)C